N-[3-chloro-4-[4-[3-(dimethylamino)propanoyl-amino]piperidine-1-carbonyl]phenyl]-5-(2,3-difluoro-4-methoxy-phenyl)-1-methyl-imidazole-2-carboxamide formate C(=O)O.ClC=1C=C(C=CC1C(=O)N1CCC(CC1)NC(CCN(C)C)=O)NC(=O)C=1N(C(=CN1)C1=C(C(=C(C=C1)OC)F)F)C